C1(CC1)C1=CN=C(C(=N1)C=O)NC1=C(C(=CC=C1)C=1CCOCC1)OCC(F)(F)F 6-Cyclopropyl-3-((3-(3,6-dihydro-2H-pyran-4-yl)-2-(2,2,2-trifluoroethoxy)phenyl)amino)pyrazine-2-carbaldehyde